C(C1=CC=CC=C1)OCC1CCC(P(O1)(=O)C(OCC)OCC)O 6-benzyloxymethyl-2-diethoxymethyl-2-oxo-2λ5-[1,2]oxaphosphinan-3-ol